[Br-].OCCCCCCCCCP(C1=CC=CC=C1)(C1=CC=CC=C1)C1=CC=CC=C1 9-hydroxynonyl-(triphenyl)phosphine bromide